ClC=1C(=CC=2N(C1)C=CN2)F 6-chloro-7-fluoro-imidazo[1,2-a]pyridine